S(CCC(C(=O)O)CC1=CC(=C(C(=C1)C(C)(C)C)O)C(C)(C)C)CCC(C(=O)O)CC1=CC(=C(C(=C1)C(C)(C)C)O)C(C)(C)C.C(C)(C)(C)C=1C=C(C=C(C1O)C(C)(C)C)CCC(=O)OCCSCCOC(CCC1=CC(=C(C(=C1)C(C)(C)C)O)C(C)(C)C)=O thiodiethylene bis[3-(3,5-di-tert-butyl-4-hydroxyphenyl) propionate] (thiodiethylene bis[3-(3,5-di-t-butyl-4-hydroxyphenyl) propionate])